COC(=O)C1=NC(=C(C=C1)N)OC 5-amino-6-methoxy-pyridine-2-carboxylic acid methyl ester